FC(C=1C=C(C2=C(N=C(N2C)N2C(=CC=C2C)C)C1)C#N)(C=1C=NC=CC1)F 6-[difluoro(3-pyridinyl)methyl]-2-(2,5-dimethylpyrrol-1-yl)-3-methyl-benzimidazole-4-carbonitrile